sodium dihexyl phosphate P(=O)(OCCCCCC)(OCCCCCC)[O-].[Na+]